N-[4-[4-Amino-7-(2-fluoroethyl)pyrrolo[2,3-d]pyrimidin-5-yl]phenyl]-2-(4-fluorophenyl)-6-isopropyl-3-oxo-2,3-dihydropyridazine-4-carboxamide NC=1C2=C(N=CN1)N(C=C2C2=CC=C(C=C2)NC(=O)C=2C(N(N=C(C2)C(C)C)C2=CC=C(C=C2)F)=O)CCF